Isotetradecane CCCCCCCCCCCC(C)C